FC=1C(=CC(=C(C1)NC1=CC=C(CNC(=O)C2CNC(C2)=O)C=C1)C)N1CCC(CC1)C N-(4-((5-fluoro-2-methyl-4-(4-methylpiperidin-1-yl)phenyl)amino)benzyl)-5-oxopyrrolidine-3-carboxamide